5-Formyl-4-methyl-1-[(5-oxopyrrolidin-3-yl)methyl]-1H-indole-2-carbonitrile C(=O)C=1C(=C2C=C(N(C2=CC1)CC1CNC(C1)=O)C#N)C